1-{6-[(2-Fluorophenyl)methyl]-3,3-dimethyl-1H,2H,3H-pyrrolo[3,2-b]pyridin-1-yl}-2-[(2R,5R)-2-{[(3R)-3-fluoropyrrolidin-1-yl]methyl}-5-methylpiperazin-1-yl]ethan-1-one dihydrochloride Cl.Cl.FC1=C(C=CC=C1)CC=1C=C2C(=NC1)C(CN2C(CN2[C@H](CN[C@@H](C2)C)CN2C[C@@H](CC2)F)=O)(C)C